FC1(CC(C1)(C1=NN=CN1C)C=1C=C(C=CC1)N1C(C2=CC(=CC(=C2C1)C(F)(F)F)CN1C[C@H](C(CC1)(F)F)C)=O)F 2-{3-[3,3-difluoro-1-(4-methyl-1,2,4-triazol-3-yl)cyclobutyl]phenyl}-6-{[(3R)-4,4-difluoro-3-methylpiperidin-1-yl]methyl}-4-(trifluoromethyl)-3H-isoindol-1-one